C(C)(C)(C)OC(=O)N1CCC(CC1)C1N(CCN(C1)C(=O)[O-])C(=O)[O-] (1-tert-butoxycarbonyl-4-piperidyl)piperazine-1,4-dicarboxylate